C(C)C1N(CCCC1)[Si](C)(C)C 2-ethylpiperidinotrimethylsilane